C(C)C(CC)/C(=C/C(C(CC)CC)=O)/O.[K] potassium (Z)-3,7-diethyl-6-oxonon-4-en-4-ol